chlorosulfonic acid ClS(=O)(=O)O